5-(2-thienyl)-3,6-dihydro-1,3,4-oxadiazin-2-one S1C(=CC=C1)C1=NNC(OC1)=O